5-amino-2-phenyl-[1,2]benzisoselenazol-3(2H)-one NC=1C=CC2=C(C(N([Se]2)C2=CC=CC=C2)=O)C1